NC1=C(N=C2C(=N1)NC=C2)C(=O)NCC2=[N+](C1=C(N2CC)C=C(C=C1)C(NCCCN(C[C@@H]([C@H]([C@@H]([C@@H](CO)O)O)O)O)C[C@@H]([C@H]([C@@H]([C@@H](CO)O)O)O)O)=O)CC 2-[({3-amino-5H-pyrrolo[2,3-b]pyrazin-2-yl}formamido)methyl]-6-[(3-{bis[(2S,3R,4R,5R)-2,3,4,5,6-pentahydroxyhexyl]amino}propyl)carbamoyl]1,3-diethyl-1H-1,3-benzodiazol-3-ium